5-(((2,2-dimethyl-4,6-dioxo-1,3-dioxane-5-ylidene)methyl)amino)-2-methylbenzoic acid methyl ester COC(C1=C(C=CC(=C1)NC=C1C(OC(OC1=O)(C)C)=O)C)=O